rel-(4aS,7R,7aS)-7-(benzyloxy)-octahydrocyclopenta[b][1,4]oxazine-4-carboxylic acid tert-butyl ester C(C)(C)(C)OC(=O)N1[C@@H]2[C@H](OCC1)[C@@H](CC2)OCC2=CC=CC=C2 |o1:8,9,13|